ClC=1C=C(C=CC1O)C1=C(NC=2N(C1=O)N=C(C2C2=CC=CC=C2)C2=CC=CC=C2)C 6-(3-chloro-4-hydroxyphenyl)-5-methyl-2,3-diphenylpyrazolo[1,5-a]pyrimidin-7(4H)-one